(2R,6R)-4-[(1R)-1-(3-fluoro-4-methylpyridin-2-yl)-3-methoxypropyl]-N-{[4-(6-methoxy-4-methylpyridin-2-yl)phenyl]methyl}-6-methyl-1-(2-methylpropanoyl)piperazine-2-carboxamide FC=1C(=NC=CC1C)[C@@H](CCOC)N1C[C@@H](N([C@@H](C1)C)C(C(C)C)=O)C(=O)NCC1=CC=C(C=C1)C1=NC(=CC(=C1)C)OC